(4-amino-1-methyl-1H-pyrazolo[4,3-C]quinolin-8-yl)(2-(trifluoromethyl)-6H,8H-spiro[pyrano[3,4-b]pyridin-5,2'-pyrrolidin]-1'-yl)methanone NC1=NC=2C=CC(=CC2C2=C1C=NN2C)C(=O)N2C1(CCC2)COCC2=NC(=CC=C21)C(F)(F)F